3-(3-aminoprop-1-yn-1-yl)-5-(4-(2-(4-(4-chlorophenyl)-2,3,9-trimethyl-6H-thieno[3,2-f][1,2,4]triazolo[4,3-a][1,4]diazepin-6-yl)acetamido)butanamido)benzoate hydrochloride Cl.NCC#CC=1C=C(C(=O)O)C=C(C1)NC(CCCNC(CC1C=2N(C3=C(C(=N1)C1=CC=C(C=C1)Cl)C(=C(S3)C)C)C(=NN2)C)=O)=O